(S)-N-(2-hydroxy-8-oxo-6,7,8,9-tetrahydro-5H-pyrido[2,3-b]azepin-7-yl)-4-phenoxypicolinamide OC=1C=CC2=C(NC([C@H](CC2)NC(C2=NC=CC(=C2)OC2=CC=CC=C2)=O)=O)N1